FC1(CCC(CC1)N1N=C(C=CC1=O)C=1C=NN(C1)C1=C(C=C(C=C1)[N+](=O)[O-])F)F 2-(4,4-difluorocyclohexyl)-6-(1-(2-fluoro-4-nitrophenyl)-1H-pyrazol-4-yl)pyridazin-3(2H)-one